3-(2-methoxy-4-nitro-phenyl)-2,2-dimethyl-propionic acid COC1=C(C=CC(=C1)[N+](=O)[O-])CC(C(=O)O)(C)C